CC(O[Si](OC)(OC)CCCC)C dimethyl-butyl-trimethoxysilane